N-(2-((2R,3S)-1,2-dimethylpiperidin-3-yl)thieno[2,3-b]pyridin-4-yl)benzo[d]thiazol-5-amine CN1[C@@H]([C@H](CCC1)C1=CC=2C(=NC=CC2NC=2C=CC3=C(N=CS3)C2)S1)C